FC=1C=C(C=CC1OC1=CC=NC2=CC(=CC=C12)OC)NC(=O)C=1C=NC(=C(C1O)C1=CC=C(C=C1)F)C N-[3-Fluoro-4-(7-methoxyquinolin-4-yl)oxyphenyl]-5-(4-fluorophenyl)-4-hydroxy-6-methylpyridine-3-carboxamide